FC1=CC(=CC2=C1N=C(S2)C2CCNCC2)C=2C=C(C=1N(N2)C=C(N1)C)C(=O)O 6-[4-fluoro-2-(piperidin-4-yl)-1,3-benzothiazol-6-yl]-2-methylimidazo[1,2-b]pyridazine-8-carboxylic acid